C(C)(C)NC(=NC(C)C)N=C(N(C)C)N(C)C 1,2-diisopropyl-3-(bis(dimethylamino)methylene)guanidine